2-Amino-4-(butylamino)-6-(4-(piperazin-1-ylmethyl)benzyl)pyridine NC1=NC(=CC(=C1)NCCCC)CC1=CC=C(C=C1)CN1CCNCC1